ClC1=CC=C2C(=C(NC2=C1Cl)C1=NC(=NN1)C(F)(F)F)C=1C=NNC1 6,7-dichloro-3-(1H-pyrazol-4-yl)-2-(3-(trifluoromethyl)-1H-1,2,4-triazol-5-yl)-1H-indole